(E)-(5-{3-allyl-3-methyl-6-[(trimethylsilyl)methylene]cyclohex-1,4-dien-1-yl}thiophen-2-yl)trimethylsilane C(C=C)C1(C=C(/C(/C=C1)=C/[Si](C)(C)C)C1=CC=C(S1)[Si](C)(C)C)C